2-methyl-10-nitro-3-oxo-7-phenyl-3,4,6,7-tetrahydro-2H-2,4,7-triazadibenzo[cd,f]azulene-5-carboxylic acid CN1C=C2C3=C(NC(=C3CN(C3=C2C=C(C=C3)[N+](=O)[O-])C3=CC=CC=C3)C(=O)O)C1=O